O(C)C1=CC=CC=2C(C3=CC=CC=C3SC12)=O 4-methoxyl-thioxanthone